4,5-diaminopyridine-2-formic acid NC1=CC(=NC=C1N)C(=O)O